C(C)(=O)N1CCC(CC1)(OC)C=1C(N(C2=C(C(=NC(=C2C1)N[C@H](C)C=1C(=C(C#N)C=CC1)C)C)C#CCN(C)C)C)=O (R)-3-(1-((3-(1-acetyl-4-methoxypiperidin-4-yl)-8-(3-(dimethylamino)propan-1-yne-1-yl)-1,7-dimethyl-2-oxo-1,2-dihydro-1,6-naphthyridin-5-yl)amino)ethyl)-2-methylbenzonitrile